(R)-(4,4',6,6'-tetramethoxy-[1,1'-biphenyl]-2,2'-diyl)bis(bis(3,5-dimethylphenyl)phosphane) COC1=CC(=C(C(=C1)OC)C1=C(C=C(C=C1OC)OC)P(C1=CC(=CC(=C1)C)C)C1=CC(=CC(=C1)C)C)P(C1=CC(=CC(=C1)C)C)C1=CC(=CC(=C1)C)C